6-(2-cyclopropyl-7H-pyrrolo[2,3-d]pyrimidin-5-yl)quinoline C1(CC1)C=1N=CC2=C(N1)NC=C2C=2C=C1C=CC=NC1=CC2